C(C)(C)(C)OC(=O)C=1C=NC(=NC1)CBr 2-(Bromomethyl)pyrimidine-5-carboxylic acid tert-butyl ester